N-[2-hydroxy-2-(4-isopropyl-3-pyridyl)ethyl]-N-propyl-2-[6-(trifluoromethyl)-3-pyridyl]acetamide OC(CN(C(CC=1C=NC(=CC1)C(F)(F)F)=O)CCC)C=1C=NC=CC1C(C)C